[C@@H]1(CCCC2=CC=CC=C12)N (S)-1-tetrahydronaphthaleneamine